COC=1C=C(C=CC1)C1=CC(=NN1C1=C(C=CC=C1)OC(C)C)COC(C(=O)O)(C)C 2-([5-(3-Methoxyphenyl)-1-[2-(propan-2-yloxy)phenyl]-1H-pyrazol-3-yl]-methoxy)-2-methylpropanoic acid